ClC=1C=C(C=CC1Cl)C=1N=C(SC1)SC=1N=NNC1C(=O)OC1CCC1 cyclobutyl 4-((4-(3,4-dichlorophenyl) thiazol-2-yl) thio)-1H-1,2,3-triazole-5-carboxylate